C(C1=CC=CC=C1)N1C[C@H]([C@@H](C1)C1=CC=C(C=C1)Cl)C(=O)OC methyl (3S,4R)-1-benzyl-4-(4-chlorophenyl)pyrrolidine-3-carboxylate